6-[4-methoxy-3-(prop-2-enamido)phenyl]-N-methylquinazoline-2-carboxamide COC1=C(C=C(C=C1)C=1C=C2C=NC(=NC2=CC1)C(=O)NC)NC(C=C)=O